1-((2R,3R,4R,5R)-3-((tert-butyldimethylsilyl)oxy)-5-(((tert-butyldimethylsilyl)oxy)methyl)-4-(chloromethoxy)tetrahydrofuran-2-yl)pyrimidine-2,4(1H,3H)-dione [Si](C)(C)(C(C)(C)C)O[C@H]1[C@@H](O[C@@H]([C@H]1OCCl)CO[Si](C)(C)C(C)(C)C)N1C(NC(C=C1)=O)=O